(R)-5-(8-Methoxy-[1,2,4]triazolo[1,5-a]pyridin-6-yl)-6-methyl-1-(1-(oxetan-3-yl)piperidin-3-yl)-1,3-dihydro-2H-benzo[d]imidazol-2-on COC=1C=2N(C=C(C1)C1=CC3=C(N(C(N3)=O)[C@H]3CN(CCC3)C3COC3)C=C1C)N=CN2